C(C1=CC=CC=C1)OC=1C(=C(C=C2C(=NC(=NC12)OC1CCOCC1)N1C2CN(C(C1)C2)C(=O)[O-])C2CC2)C2=C(C(=CC(=C2)O)F)C 5-{8-(benzyloxy)-6-cyclopropyl-7-(3-fluoro-5-hydroxy-2-methylphenyl)-2-[(oxan-4-yl) oxy] quinazolin-4-yl}-2,5-diazabicyclo[2.2.1]heptane-2-carboxylate